(R)-2-(2-((6-(1-aminoisoquinolin-5-yl)-2,3-dihydro-1H-inden-1-yl)oxy)-6-methylphenyl)acetic acid ethyl ester C(C)OC(CC1=C(C=CC=C1C)O[C@@H]1CCC2=CC=C(C=C12)C1=C2C=CN=C(C2=CC=C1)N)=O